2-[2-[5-[(3-Methyloxetan-3-yl)methoxy]benzimidazol-1-yl]-8-quinolyl]-2-azaspiro[3.3]heptan-6-amine CC1(COC1)COC1=CC2=C(N(C=N2)C2=NC3=C(C=CC=C3C=C2)N2CC3(C2)CC(C3)N)C=C1